(4-(3-(1-methyl-1H-indazol-6-yl)-1,4-dihydrothieno[2',3':4,5]cyclopenta[1,2-c]pyrazol-6-yl)phenyl)(4-methyl-piperazin-1-yl)methanone CN1N=CC2=CC=C(C=C12)C=1C2=C(NN1)C1=C(C2)SC(=C1)C1=CC=C(C=C1)C(=O)N1CCN(CC1)C